C(C)(C)(C)OC(=O)N1CCC2(C3=C(C(NC2)=O)C(=C(N3)C3=NC=NC=C3)NC3=C(C(=CC=C3)Cl)OC)CC1 3'-[(3-chloro-2-methoxyphenyl)amino]-4'-oxo-2'-(pyrimidin-4-yl)-5',6'-dihydro-1'H-spiro[piperidine-4,7'-pyrrolo[3,2-c]pyridine]-1-carboxylic acid tert-butyl ester